di(3,3-dimethylbutyl)-1,2-cyclohexanediamine CC(CCC1(C(CCCC1)(N)CCC(C)(C)C)N)(C)C